Cl.Cl.CC1=C(C2=C(N=N1)SC1=C2N=CN=C1N1C[C@H](CC1)OC1=CC=C(C#N)C=C1)C 4-[(3S)-1-(3,4-dimethylpyrimido[4',5':4,5]thieno[2,3-c]pyridazin-8-yl)pyrrolidin-3-yl]oxybenzonitrile dihydrochloride